N-[2-bromo-4-(5-fluorobenzoselenazol-2-yl)phenyl]acetamide BrC1=C(C=CC(=C1)C=1[Se]C2=C(N1)C=C(C=C2)F)NC(C)=O